[Na].[Sb](=O)#[C] antimonyl-carbon sodium